O=C([C@H](C[C@H]1C(NCC1)=O)NC(=O)[C@H]1N(CC2(CC2)C1)C(C(NCC(F)(F)F)=O)=O)COC(F)(F)F (S)-N-((S)-3-oxo-1-((S)-2-oxopyrrolidin-3-yl)-4-(trifluoromethoxy)butan-2-yl)-5-(2-oxo-2-((2,2,2-trifluoroethyl)amino)acetyl)-5-azaspiro[2.4]heptane-6-carboxamide